OC[C@H](C1=CC=CC=C1)NC1=NC(=NC=C1C1=NN=NN1)NC1=CC(=C(C(=O)N)C=C1)C 4-[[4-[[(1S)-2-hydroxy-1-phenyl-ethyl]amino]-5-(1H-tetrazol-5-yl)pyrimidin-2-yl]-amino]-2-methyl-benzamide